FC(C1=CC(=NC=C1OC(C)C)C1=NSC(=N1)NC1=NC=CC=C1N(C(C)=O)C)F N-(2-(3-(4-(difluoromethyl)-5-isopropoxypyridin-2-yl)-1,2,4-thiadiazol-5-ylamino)pyridin-3-yl)-N-methylacetamide